FC(C1=NC(=NC(=N1)C(F)(F)F)N1[C@H](C=2NC3=CC=C(C=C3C2CC1)Cl)CCCCCO)(F)F 5-{(1S)-2-[4,6-bis(trifluoromethyl)-1,3,5-triazin-2-yl]-6-chloro-2,3,4,9-tetrahydro-1H-pyrido[3,4-b]indol-1-yl}pentan-1-ol